N-(6-ethoxy-2-methylpyrazolo[1,5-a]pyridin-5-yl)-4-(4,7-diazaspiro[2.5]octan-7-yl)-2,3-dihydro-1H-pyrrolo[2,3-b]pyridine-1-carboxamide 2,2,2-trifluoroacetate FC(C(=O)O)(F)F.C(C)OC=1C(=CC=2N(C1)N=C(C2)C)NC(=O)N2CCC=1C2=NC=CC1N1CCNC2(CC2)C1